4-(2H-tetrazol-5-yl)phenylboronic acid N=1NN=NC1C1=CC=C(C=C1)B(O)O